IC1=CC=C(C=C1)C(=O)N1CC2(C1)CC(C2)N(C=2C1=C(N=CN2)NC=C1)C (4-Iodophenyl)(6-(methyl(7H-pyrrolo[2,3-d]pyrimidin-4-yl)amino)-2-azaspiro[3.3]heptan-2-yl)methanon